C(C)(C)(C)OC(=O)NCC1CC(C1)C(=O)O 3-[(tert-butoxy-carbonyl-amino)methyl]cyclobutane-carboxylic acid